COC1=CC=C(C=C1)C(=O)SCC(=O)O 2-(4-methoxyphenylcarbonylthio)acetic acid